NC1=CC2=CN(N=C2C=C1OC)C1CCC(CC1)(OC)COCCC1CCN(CC1)C(=O)[O-] 4-(2-(((1S,4S)-4-(5-amino-6-methoxy-2H-indazol-2-yl)-1-methoxycyclohexyl)methoxy)ethyl)piperidine-1-carboxylate